ClC1=C(N(N=C1)C)C=1C=C(C=CC1OC)NC(=O)NC1=CC(=CC=C1)[N+](=O)[O-] 1-[3-(4-Chloro-2-methyl-2H-pyrazol-3-yl)-4-methoxyphenyl]-3-(3-nitro-phenyl)-urea